FC=1C=C(C=CC1OC1=CC=NC2=CC(=C(C=C12)O)OC)NC(=O)C1(CC1)C(=O)NC1=CC=C(C=C1)F N-(3-Fluoro-4-{[6-hydroxy-7-(methyloxy)chinolin-4-yl]oxy}phenyl)-N'-(4-fluorophenyl)cyclopropan-1,1-dicarboxamid